5-(chloromethyl)isoxazol-3-ol ClCC1=CC(=NO1)O